1-(1-bromo-2,2,2-trifluoroethyl)-4-chlorobenzene BrC(C(F)(F)F)C1=CC=C(C=C1)Cl